3-[[4-[(3S)-3-[[5-(Cyclobutoxy)pyrimidin-2-yl]methylamino]-5,5-dimethyl-hexyl]-6-(2,6-dimethylphenyl)pyrimidin-2-yl]sulfamoyl]benzoic acid C1(CCC1)OC=1C=NC(=NC1)CN[C@@H](CCC1=NC(=NC(=C1)C1=C(C=CC=C1C)C)NS(=O)(=O)C=1C=C(C(=O)O)C=CC1)CC(C)(C)C